C(C)C1=NN(C2=C1C(NCC1(CCOCC1)C2)=O)C[C@H](COC(C2=C(C=C(C=C2)Cl)C(F)(F)F)=O)C 4-Chloro-2-(trifluoromethyl)benzoic acid [(2R)-3-(3-ethyl-4-oxo-spiro[6,8-dihydro-5H-pyrazolo[4,3-c]azepin-7,4'-tetrahydropyran]-1-yl)-2-methyl-propyl] ester